[Si]([O-])([O-])([O-])[O-].[Mg+2].[Al+3] aluminium magnesium silicate